2-(4-fluorophenyl)propan-2-amine hydrochloride Cl.FC1=CC=C(C=C1)C(C)(C)N